CN(C)CC(CCCCCCCCCC\C=C/CCCCCCCC(=O)OC)CCCCCCCCC methyl (9Z)-21-[(dimethylamino)methyl]triacont-9-enoate